ClC=1C=C2CN(CC2=CC1C(F)(F)F)C(CC[C@@]1(C(NC(N1)=O)=O)C1=NC=CC=C1)=O (S)-5-(3-(5-chloro-6-(trifluoromethyl)isoindolin-2-yl)-3-oxopropyl)-5-(pyridin-2-yl)imidazolidine-2,4-dione